4-(2-thiazolylazo)-1,3-benzenediol S1C(=NC=C1)N=NC1=C(C=C(C=C1)O)O